C(CCCCC)C(CC1=CC=C(S1)C=1SC2=C(N1)C(=C1C(N=C(S1)C=1SC(=CC1)CC(CCCCCCCC)CCCCCC)=C2C=2SC=CC2)C=2SC=CC2)CCCCCCCC 2,6-bis[5-(2-hexyldecyl)thiophene-2-yl]-4,8-dithiophene-2-yl-benzo[1,2-d:4,5-d']bisthiazole